4-bromophenyl trityl sulfide C(C1=CC=CC=C1)(C1=CC=CC=C1)(C1=CC=CC=C1)SC1=CC=C(C=C1)Br